C[C@H]1CN(CCN1CC1=NOC(=N1)C)C(=O)OC(C)(C)C tert-butyl (S)-3-methyl-4-((5-methyl-1,2,4-oxadiazol-3-yl)methyl)piperazine-1-carboxylate